ClC1=CC(=C(C=C1)C1OC2=C(OC1)C=CC=C2C2CCN(CC2)CC2=NC1=C(N2CC2(CCC2)OC)C=C(C=C1)C(=O)O)F 2-((4-(3-(4-chloro-2-fluorophenyl)-2,3-dihydrobenzo[b][1,4]dioxin-5-yl)piperidin-1-yl)methyl)-1-((1-methoxycyclobutyl)methyl)-1H-benzo[d]imidazole-6-carboxylic acid